vinyl-lithium terephthalate C(C1=CC=C(C(=O)O)C=C1)(=O)O.C(=C)[Li]